S1C(=NC2=C1C=CC=C2)SCC2C(N(CCC2)C)=O ((benzo[d]thiazol-2-ylthio)methyl)-1-methylpiperidin-2-one